C(\C=C\CCCCCCC(=O)O)(=O)O trans-2-decendioic acid